5-Amino-8-furan-2-yl-1-methyl-3-[2-(3-methyl-7,8-dihydro-5H-[1,6]naphthyridin-6-yl)-ethyl]-1,3-dihydro-[1,2,4]triazol NC1=NC(NN1C)CCN1CC=2C=C(C=NC2C(C1)C=1OC=CC1)C